C(C1=CC=CC=C1)OC(=O)N[C@@H](COC=1C=C(C=CC1)CN(C(OC(C)(C)C)=O)CCCNC(=O)OC(C)(C)C)C(=O)N(C)OC tert-Butyl N-[[3-[(2S)-2-(benzyloxycarbonylamino)-3-[methoxy(methyl)amino]-3-oxo-propoxy]phenyl]methyl]-N-[3-(tert-butoxycarbonylamino)propyl]carbamate